FC=1C=2N(C=CC1C(=O)O)C(=NC2)C 8-fluoro-3-methylimidazo[1,5-a]pyridine-7-carboxylic acid